BrC=1C(N(C(=CC1OCC1=C(C=C(C=C1)F)F)C)CC1=CC=C(C=C1)S(=O)(=O)NCCO)=O 4-{[3-bromo-4-[(2,4-difluorobenzyl)oxy]-6-methyl-2-oxopyridin-1(2H)-yl]methyl}-N-(2-hydroxyethyl)benzenesulfonamide